C(CCC)OC([C@@H](C)C1=CC2=CC=C(C=C2C=C1)OC)=O.N=O (nitroxyl) butyl-(2S)-2-(6-methoxy-2-naphthyl)propionate